TRANS-{4-methyl-2-[6-methyl-3-(pyrimidin-2-yl)pyridine-2-carbonyl]-2-azabicyclo[3.1.1]heptan-3-yl}methanol CC1C(N(C2CC1C2)C(=O)C2=NC(=CC=C2C2=NC=CC=N2)C)CO